4-chloro-6-(2-(2-chlorophenyl)-3,4,6,7-tetrahydro-5H-imidazo[4,5-c]pyridin-5-yl)-5,6,7,8-tetrahydroisoquinoline ClC1=CN=CC=2CCC(CC12)N1CC2=C(CC1)N=C(N2)C2=C(C=CC=C2)Cl